COC1=CC=C2C=CC(OC2=C1CC(C)(C=O)C)=O 7-methoxy-8-(2'-methyl-2'-formylpropyl)-coumarin